C(=O)C1=C2N(C(C(=C1)NC1=CC(=NC=N1)NC(=O)C1CC1)=O)C1(NC2=O)CCCCC1 N-(6-((8'-formyl-1',5'-dioxo-1',5'-dihydro-2'H-spiro[cyclohexane-1,3'-imidazo[1,5-a]pyridin]-6'-yl)amino)pyrimidin-4-yl)cyclopropanecarboxamide